2-carboxypiperazine C(=O)(O)C1NCCNC1